tert-pentyl methacrylate C(C(=C)C)(=O)OC(C)(C)CC